N-(2-methoxyethyl)-1-methyl-1H-indole-2-carboxamide COCCNC(=O)C=1N(C2=CC=CC=C2C1)C